FC(=C(C(C(F)(F)F)(C(F)(F)F)F)F)F perfluoroisopentene